C1OCC12CN(C2)C=2C=NC(=NC2)OC2=CC=C(C=C2)C(C)(C)C2=CC=C(OC1CC(C1)N)C=C2 (1r,3r)-3-(4-(2-(4-((5-(2-oxa-6-azaspiro[3.3]heptan-6-yl)pyrimidin-2-yl)oxy)phenyl)propan-2-yl)phenoxy)cyclobutylamine